(2'-hydroxy-5-methacryloxyethylphenyl)-2H-benzotriazole OC1=C(C=C(C=C1)CCOC(C(=C)C)=O)N1N=C2C(=N1)C=CC=C2